2-(4,7,10-tris(pyridin-2-ylmethyl)-1,4,7,10-tetraazacyclododecane-1-yl)acetic acid N1=C(C=CC=C1)CN1CCN(CCN(CCN(CC1)CC1=NC=CC=C1)CC1=NC=CC=C1)CC(=O)O